lysine acetate salt C(C)(=O)O.N[C@@H](CCCCN)C(=O)O